(S)-5-(4-Amino-2-(1H-tetrazol-5-yl)benzamido)-2-(4-(2-(2,4-diamino-5-fluoroquinazolin-6-yl)ethyl)benzamido)pentanoic acid NC1=CC(=C(C(=O)NCCC[C@@H](C(=O)O)NC(C2=CC=C(C=C2)CCC=2C(=C3C(=NC(=NC3=CC2)N)N)F)=O)C=C1)C1=NN=NN1